anthracenobenzoxazine C1=CNOC=2C1=CC=C1C2C=CC2=CC3=CC=CC=C3C=C21